C(C)(C)(C)OC(=O)N1CCC(=CC1)B1OC(C)(C)C(C)(C)O1 N-t-butoxycarbonyl-3,6-dihydro-2H-pyridine-4-boronic acid pinacol ester